decahydro-1,4-naphthalenediamine C1(CCC(C2CCCCC12)N)N